4-(2-{6-[(7R)-7-amino-2-azabicyclo[2.2.1]heptane-2-carbonyl]-3-methylpyrazolo[1,5-a]pyridin-2-yl}-1-(cyclopropylmethyl)-1H-indol-6-yl)-5-fluoro-2-methylbenzamide N[C@H]1C2N(CC1CC2)C(=O)C=2C=CC=1N(C2)N=C(C1C)C=1N(C2=CC(=CC=C2C1)C1=CC(=C(C(=O)N)C=C1F)C)CC1CC1